C1(=CC=CC=C1)C1=CC=C(C=C1)C1=NC(=NC2=CC=CC=C12)C1=CC=CC=2NC3=CC=CC=C3C12 4-(4-phenylphenylquinazolin-2-yl)carbazole